BrC=1C=2N(C(=NC1NC(=O)C1CC1)C=1OC=CC1)N=C(N2)C N-[8-bromo-5-(furan-2-yl)-2-methyl-[1,2,4]triazolo[1,5-c]pyrimidin-7-yl]cyclopropanecarboxamide